5-[3-[(1R)-2,2-difluoro-1-[6-(2,2,2-trifluoroethoxy)pyrimidin-4-yl]ethoxy]-1-methyl-pyrazolo[3,4-c]pyridazin-5-yl]-1H-pyrimidine-2,4-dione FC([C@H](OC1=NN(C2=NN=C(C=C21)C=2C(NC(NC2)=O)=O)C)C2=NC=NC(=C2)OCC(F)(F)F)F